CC(COC1=NC=CC(=C1)C)(C)NC(CC1N(CCC1)C)=O N-(2-methyl-1-((4-methyl-pyridin-2-yl)oxy)propan-2-yl)-2-(1-methyl-pyrrolidin-2-yl)acetamide